N-((1H-pyrazol-4-yl)methyl)-N-benzyl-1-phenylmethanamine N1N=CC(=C1)CN(CC1=CC=CC=C1)CC1=CC=CC=C1